N(C1=CC=CC=C1)C1=NC=C(C(=N1)NC1CN(CCC1)C(=O)OC(C)(C)C)[N+](=O)[O-] 2-Methyl-2-propanyl 3-[(2-anilino-5-nitro-4-pyrimidinyl)amino]-1-piperidinecarboxylate